3,3,3-trifluoropropan-1-amine HCl Cl.FC(CCN)(F)F